Methyl (S)-5-((2-ethyl-6-trifluoromethyl-3,4-dihydroquinolin-1(2H)-yl)sulfonyl)-2-((tetrahydro-2H-pyran-4-yl)methoxy)benzoate C(C)[C@@H]1N(C2=CC=C(C=C2CC1)C(F)(F)F)S(=O)(=O)C=1C=CC(=C(C(=O)OC)C1)OCC1CCOCC1